BrC1=C(C(=CC(=C1)C(C(F)(F)F)(C(F)(F)F)F)C(F)(F)F)NC(C1=C(C(=CC=C1)[N+](=O)[O-])F)=O N-[2-bromo-4-(1,1,1,2,3,3,3-heptafluoropropan-2-yl)-6-trifluoromethylphenyl]-2-fluoro-3-nitrobenzamide